(R)-2-chloro-7-isopropyl-3-(2-methoxyethoxy)-11-oxo-6,7-dihydro-11H-benzo[f]pyrido[1,2-d][1,4]oxazepine-10-carboxylic acid ClC=1C(=CC2=C(C=3N([C@@H](CO2)C(C)C)C=C(C(C3)=O)C(=O)O)C1)OCCOC